3,3,10,10-Tetramethyl-9-(4-(trifluoromethyl)phenyl)-2,3,4a,10-tetrahydro-1H-indeno[1,2-c]pyrazolo[1,2-a]pyrazol-1-one CC1(CC(N2N1C1C(C2(C)C)=C(C=2C=CC=CC21)C2=CC=C(C=C2)C(F)(F)F)=O)C